NC=1N=C(C2=C(N1)C=CN2CC2=C(C=C(CN1CC(C1)N(C(OC(C)(C)C)=O)C)C=C2)OC)NCC2=NOC(=C2)C tert-butyl (1-(4-((2-amino-4-(((5-methylisoxazol-3-yl)methyl)amino)-5H-pyrrolo[3,2-d]pyrimidin-5-yl)methyl)-3-methoxybenzyl)azetidin-3-yl)(methyl)carbamate